FCC(C)OC1=CC(=CC=2N(C=NC21)C)C(=O)O 4-((1-fluoropropan-2-yl)oxy)-1-methyl-1H-benzo[d]imidazole-6-carboxylic acid